ClC1=CC(=NC(=C1O)Cl)C(=O)NC1=C2C(N(C=NC2=CC=C1)CC1=C(C=CC=C1)OC(F)(F)F)=O 4,6-dichloro-5-hydroxy-N-(4-oxo-3-(2-(trifluoromethoxy)benzyl)-3,4-dihydroquinazolin-5-yl)picolinamide